C(CCC)N.NC(=N)NC(=N)N biguanide butylamine salt